3-(4-trimethylsilyl-1-piperazinyl)propylmethyldimethoxysilane C[Si](N1CCN(CC1)CCC[Si](OC)(OC)C)(C)C